8-nitro-3,4-dihydroquinolin [N+](=O)([O-])C=1C=CC=C2CCC=NC12